(4-((5,7-bis(methoxy-d3)benzofuran-2-yl)methoxy)phenyl)methanol C(OC=1C=C(C2=C(C=C(O2)COC2=CC=C(C=C2)CO)C1)OC([2H])([2H])[2H])([2H])([2H])[2H]